C1(=CC=CC=C1)S(=O)(=O)N(N(C(=O)[C@@H]1C=C2C=3C=CC=C4NC=C(C[C@H]2[NH+](C1)C)C34)C)C (4R,6R,7R)-4-[N'-(benzenesulfonyl)-N,N'-dimethylhydrazinecarbonyl]-6-methyl-6,11-diazatetracyclo[7.6.1.02,7.012,16]hexadeca-1(16),2,9,12,14-pentaen-6-ium